OC(=O)CCCC[C@@H]1SC[C@@H]2NC(=O)N[C@H]12 |r| (±)-biotin